CNC(=O)C1NC(NC1)=O N-methyl-2-oxoimidazolidine-4-carboxamide